(6S)-6-[2-Chloro-3-(4-methoxy-anilino)phenyl]-2-imino-6-methyl-3-(tetrahydropyran-4-yl)hexahydropyrimidin-4-one ClC1=C(C=CC=C1NC1=CC=C(C=C1)OC)[C@@]1(CC(N(C(N1)=N)C1CCOCC1)=O)C